5-(2-chlorophenoxy)-6-fluoro-3-((3-methoxybenzyl)amino)-4H-benzo[e][1,2,4]thiadiazine 1,1-dioxide ClC1=C(OC2=C(C=CC3=C2NC(=NS3(=O)=O)NCC3=CC(=CC=C3)OC)F)C=CC=C1